BrC=1N=C2C(=NC1)N=C(S2)NC(=O)C=2C=NC(=CC2C2=CC(=NC=C2OC)Cl)C N-(6-bromo-[1,3]thiazolo[4,5-b]pyrazin-2-yl)-2'-chloro-5'-methoxy-6-methyl-[4,4'-bipyridine]-3-carboxamide